3,6-dimethoxy(2'-Amino-1,1'-biphenyl-2-yl)palladium(II) COC=1C(=C(C(=CC1)OC)C1=C(C=CC=C1)N)[Pd+]